bis(pivaloyl)-1H-pyrazole-1-carboxamidine C(C(C)(C)C)(=O)C=1C(=NN(C1)C(=N)N)C(C(C)(C)C)=O